CN1C(=NN=C1)C(C)C1(COC1)C1=CC(=CC=C1)[N+](=O)[O-] 4-methyl-3-{1-[3-(3-nitrophenyl)oxetan-3-yl]ethyl}-1,2,4-triazole